5-(2-((3,3-difluoro-1-(1,3,4-thiadiazol-2-yl)cyclobutyl)amino)-2-oxoacetyl)-6-methyl-2,3-dihydro-1H-pyrrolizine-7-carboxylic acid FC1(CC(C1)(C=1SC=NN1)NC(C(=O)C=1N2CCCC2=C(C1C)C(=O)O)=O)F